N-(5-bromo-3-(6-chlorobenzo[d]oxazol-2-yl)-2-methylphenyl)-2-chloro-4-nitrobenzamide BrC=1C=C(C(=C(C1)NC(C1=C(C=C(C=C1)[N+](=O)[O-])Cl)=O)C)C=1OC2=C(N1)C=CC(=C2)Cl